C(C1=CC=CC=C1)N(CC(COC1=CC=C(C(=O)O)C=C1)(F)F)CC1=CC=CC=C1 4-(3-(dibenzylamino)-2,2-difluoropropoxy)benzoic acid